N1=C(N=CC=C1)OC1=C(C(=O)[O-])C=CC=C1 pyrimidinyl-oxybenzoate